2-methyl-2,3-dihydrobenzofuran-5-carboxylic acid CC1OC2=C(C1)C=C(C=C2)C(=O)O